FC1=C(C=CC(=C1)F)N1N=C(C=C1)C(=O)N1CC2=CC=CC=C2C(C1)C=1C=NN(C1)C [1-(2,4-Difluorophenyl)pyrazol-3-yl]-[4-(1-methylpyrazol-4-yl)-3,4-dihydro-1H-isoquinolin-2-yl]methanone